Methyl 3-(2-fluorocyclopropyl)-1H-pyrazole-5-carboxylate FC1C(C1)C1=NNC(=C1)C(=O)OC